NC1=C(C(=CC=C1)O)C amino-cresol